COC(=O)C1CC2(C1)CCN(CC2)C(=O)OC(C)(C)C 7-azaspiro[3.5]nonane-2,7-dicarboxylic acid 7-(tert-butyl) 2-methyl ester